benzyl (2-(2,4-dioxoimidazolidin-1-yl)ethyl)carbamate O=C1N(CC(N1)=O)CCNC(OCC1=CC=CC=C1)=O